N-(5-(5-(9-oxa-3,7-diazabicyclo[3.3.1]nonan-3-yl)benzo[d]oxazol-2-yl)-8-(methylamino)-2,7-naphthyridin-3-yl)cyclopropanecarboxamide hydrochloride Cl.C12CN(CC(CNC1)O2)C=2C=CC1=C(N=C(O1)C1=C3C=C(N=CC3=C(N=C1)NC)NC(=O)C1CC1)C2